(2-(1-isopropyl-1H-pyrazol-4-yl)oxazol-5-yl)methanone C(C)(C)N1N=CC(=C1)C=1OC(=CN1)C=O